C(C)(=O)SCCN S-Acetyl-cysteamine